racemic-(DL)-2-chlorophenylglycine ClC1=C([C@@H](N)C(=O)O)C=CC=C1 |r|